FC=1C(=CC=2C3=C(NC(C2C1)=O)COC[C@@H]3N(C(C3=CC(=CC=C3)S(NC)(=O)=O)=O)C)F (R)-N-(8,9-difluoro-6-oxo-1,4,5,6-tetrahydro-2H-pyrano[3,4-c]isoquinolin-1-yl)-N-methyl-3-(N-methylsulfamoyl)benzamide